COC(CC(C1=CC(=C(C=C1)I)O)C1CC1)=O 3-cyclopropyl-3-(3-hydroxy-4-iodo-phenyl)-propionic acid methyl ester